BrC1=C(C=CC=C1OC=1C=C2C=3C=CC(=CC3C(C2=CC1)(C)C)N(C1=CC=CC=C1)C1=CC=CC=C1)OC=1C=C2C=3C=CC(=CC3C(C2=CC1)(C)C)N(C1=CC=CC=C1)C1=CC=CC=C1 6,6'-((2-bromo-1,3-phenylene)bis(oxy))bis(9,9-dimethyl-N,N-diphenyl-9H-fluoren-2-amine)